C(C=C)OC1=C(C=CC=C1)CC(=NO)N 2-(2-allyloxyphenyl)-N'-hydroxy-acetamidine